N-(4-{[6-(5-chloro-2-fluorophenyl)pyridazin-4-yl]amino}pyridin-2-yl)-1-methylpiperidine-4-carboxamide ClC=1C=CC(=C(C1)C1=CC(=CN=N1)NC1=CC(=NC=C1)NC(=O)C1CCN(CC1)C)F